(5-bromo-2-pyridinyl)-N-methyl-methylamine BrC=1C=CC(=NC1)N(C)C